NC1=NC(=NC=C1)C=1C(=NN(C1OCC[C@H](C)NC1=C(C=NC(=C1)Cl)C1=NC=C(C=C1)C(F)F)C)C (S)-N-(4-((4-(4-aminopyrimidin-2-yl)-1,3-dimethyl-1H-pyrazol-5-yl)oxy)butan-2-yl)-6'-chloro-5-(difluoromethyl)-[2,3'-bipyridin]-4'-amine